COC1=C(C=CC(=C1)C(F)(F)F)C(=O)C=1N=NNC1 [2-methoxy-4-(trifluoromethyl)phenyl]-(1H-triazol-4-yl)methanone